Gamma-Valerolactone C1(CCC(C)O1)=O